(4E)-4-[2-(dimethylamino)ethylidene]-2-{4-[(3-methyl-4-{[1,2,4]triazolo[1,5-a]pyridin-7-yloxy}phenyl)amino]pyrido[3,2-d]pyrimidin-6-yl}-2-azabicyclo[3.1.0]hexan-3-one CN(C\C=C/1\C(N(C2CC12)C=1C=CC=2N=CN=C(C2N1)NC1=CC(=C(C=C1)OC1=CC=2N(C=C1)N=CN2)C)=O)C